tert-butyl-[3-[5-(2-chloro-5-fluoro-pyrimidin-4-yl)-4-(trifluoromethyl)thiazol-2-yl]-1-methyl-cyclobutoxy]-dimethyl-silane C(C)(C)(C)[Si](C)(C)OC1(CC(C1)C=1SC(=C(N1)C(F)(F)F)C1=NC(=NC=C1F)Cl)C